N(C1=NC(=NC(=N1)N)N)C1=NC(=NC(=N1)N)N 4,4'-iminobis(1,3,5-triazine-2,6-diamine)